3-Allyl 8-methyl (5S,8S,10aR)-5-((tert-butoxycarbonyl)amino)-6-oxooctahydropyrrolo[1,2-a][1,5]diazocine-3,8(4H)-dicarboxylate C(C)(C)(C)OC(=O)N[C@H]1CN(CC[C@@H]2N(C1=O)[C@@H](CC2)C(=O)OC)C(=O)OCC=C